CNCCN1N=NC(=C1)CS(=O)C1=CC=C(C=C1)OC 1-[2-(N-methylamino)-ethyl]-4-[(4-methoxyphenyl)sulfinylmethyl]-1H-1,2,3-triazole